N-(3-fluoro-5-(5-((1R,2S)-2-fluorocyclopropyl)-1,2,4-oxadiazol-3-yl)-2-methylphenyl)-6-isopropylimidazo[1,2-a]pyridine-3-carboxamide FC=1C(=C(C=C(C1)C1=NOC(=N1)[C@@H]1[C@H](C1)F)NC(=O)C1=CN=C2N1C=C(C=C2)C(C)C)C